methyl 2-methyl-5-(trifluoromethanesulfonyloxy)pyrazole-3-carboxylate CN1N=C(C=C1C(=O)OC)OS(=O)(=O)C(F)(F)F